8-(4-(3-Hydroxypropyl)phenyl)-2,2-diphenyl-6H-[1,3]dioxolo[4,5-h]chromen-6-one OCCCC1=CC=C(C=C1)C=1OC=2C3=C(C=CC2C(C1)=O)OC(O3)(C3=CC=CC=C3)C3=CC=CC=C3